CC1(CCC1)C(=O)NCC1=CN=C(N=N1)SC 1-methyl-N-{[3-(methylsulfanyl)-1,2,4-triazin-6-yl]methyl}cyclobutane-1-carboxamide